2-[1-[1-(2,6-dioxo-3-piperidyl)-3-methyl-2-oxo-imidazo[4,5-b]pyridin-5-yl]-4-piperidyl]acetic acid O=C1NC(CCC1N1C(N(C2=NC(=CC=C21)N2CCC(CC2)CC(=O)O)C)=O)=O